octyl p-methoxycinnamate (2-ethylhexyl p-methoxycinnamate) C(C)C(CC(C(=O)O)=CC1=CC=C(C=C1)OC)CCCC.COC1=CC=C(C=CC(=O)OCCCCCCCC)C=C1